C(C)(C)(C)OC(=O)N1CCC(=CC1)B1OC(C(O1)(C)C)(C)C.NC1=CC=C(C(=O)NC=2C=NC=CC2)C=C1 4-amino-N-(pyridin-3-yl)benzamide tert-butyl-4-(4,4,5,5-tetramethyl-1,3,2-dioxaborolan-2-yl)-3,6-dihydro-2H-pyridine-1-carboxylate